C1(CC1)C1=CC(=NN1)CC1CC2(CN(C2)C(=O)N2CC3(C2)CC(C3)N3N=C(N=C3)C(F)F)C1 [6-[(5-cyclopropyl-1H-pyrazol-3-yl)methyl]-2-azaspiro[3.3]heptan-2-yl]-[6-[3-(difluoromethyl)-1,2,4-triazol-1-yl]-2-azaspiro[3.3]heptan-2-yl]methanone